N-[2-fluoro-4-(pyrazol-1-yl)phenyl]-2-[(1Z)-(hydroxyimino)(1-methylpiperidin-4-yl)methyl]-1,6-naphthyridin-7-amine FC1=C(C=CC(=C1)N1N=CC=C1)NC1=NC=C2C=CC(=NC2=C1)\C(\C1CCN(CC1)C)=N/O